(1S,2R,3R,4S,5S)-8-hydroxy-3,4-dimethoxy-2,5-dimethyl-7,9-dioxo-N-(2,4,6-trifluorobenzyl)-2,3,4,5,7,9-hexahydro-1,6-methanopyrido[1,2-b][1,2,5]triazonine-10-carboxamide OC=1C(C(=CN2N3[C@@H]([C@H]([C@H]([C@@H](N(C(C21)=O)C3)C)OC)OC)C)C(=O)NCC3=C(C=C(C=C3F)F)F)=O